(3S)-3-methyl-2-[4-[5-methyl-3-(4-pyridyl)-1H-pyrazol-4-yl]phenyl]-8-oxa-2-azaspiro[4.5]decane C[C@@H]1N(CC2(C1)CCOCC2)C2=CC=C(C=C2)C=2C(=NNC2C)C2=CC=NC=C2